BrC1=C(N(C=2N(C1=O)N=C(N2)C2=CCC(CC2)(C)OC)CC(=O)NC2=C(C=C(C=C2)C(F)(F)F)Cl)CC 2-(6-bromo-5-ethyl-2-(4-methoxy-4-methylcyclohex-1-en-1-yl)-7-oxo-[1,2,4]triazolo[1,5-a]pyrimidin-4(7H)-yl)-N-(2-chloro-4-(trifluoromethyl)phenyl)acetamide